(R)-6-amino-9-(1-(but-2-ynoyl)pyrrolidin-3-yl)-7-(4-phenoxyphenyl)-2-chloro-7,9-dihydro-8H-purin-8-one NC1=C2N(C(N(C2=NC(=N1)Cl)[C@H]1CN(CC1)C(C#CC)=O)=O)C1=CC=C(C=C1)OC1=CC=CC=C1